N2,N2-dibenzyl-5-nitropyridine-2,6-diamine C(C1=CC=CC=C1)N(C1=NC(=C(C=C1)[N+](=O)[O-])N)CC1=CC=CC=C1